1-((5-(5-(difluoromethyl)-1,3,4-oxadiazole-2-yl)pyridine-2-yl)methyl)-3-(1-methylpiperidine-4-yl)-5-(1-(methylsulfonyl)piperidine-4-yl)-1,3-dihydro-2H-benzo[d]imidazole-2-one FC(C1=NN=C(O1)C=1C=CC(=NC1)CN1C(N(C2=C1C=CC(=C2)C2CCN(CC2)S(=O)(=O)C)C2CCN(CC2)C)=O)F